N[C@H]1[C@H](CCC1)C#N (1S,2R)-2-aminocyclopentane-1-carbonitrile